5-(naphthalen-2-yl)pentan-1-ol C1=C(C=CC2=CC=CC=C12)CCCCCO